3-(1-(2-chloro-3-fluorophenyl)cyclopropyl)-5-(3-(difluoromethyl)-1-(2-(methylsulfonyl)ethyl)-1H-pyrazol-5-yl)-1,2,4-oxadiazole ClC1=C(C=CC=C1F)C1(CC1)C1=NOC(=N1)C1=CC(=NN1CCS(=O)(=O)C)C(F)F